C(=C)CC(=C)Cl 3-vinyl-2-chloropropene